ClC1=C(C(=O)NC2(CC2)C(=O)OCC)C=C(C(=C1)F)N1C(N(C(N(C1=O)C)=S)C)=O ethyl 1-[[2-chloro-5-(3,5-dimethyl-2,6-dioxo-4-thioxo-1,3,5-triazinan-1-yl)-4-fluoro-benzoyl]amino]cyclopropanecarboxylate